CC1NC=2C(=NC=NC2NC1C)C1CC(C1)C(F)(F)F 6,7-dimethyl-4-[3-(trifluoromethyl)cyclobutyl]5,6,7,8-tetrahydropteridine